2-chloro-5-{[(3-hydroxy-2,2-dimethylpropionyl)amino]methyl}-N-{1-[4-(trifluoromethyl)phenyl]-1H-indazol-4-yl}benzamide ClC1=C(C(=O)NC2=C3C=NN(C3=CC=C2)C2=CC=C(C=C2)C(F)(F)F)C=C(C=C1)CNC(C(CO)(C)C)=O